benzo[d]oxazol-2-yl-(p-tolyl)methanone O1C(=NC2=C1C=CC=C2)C(=O)C2=CC=C(C=C2)C